4-(6-((1-cyclopropylmethyl-1H-indazol-6-yl)methoxy)pyridin-2-yl)piperidine C1(CC1)CN1N=CC2=CC=C(C=C12)COC1=CC=CC(=N1)C1CCNCC1